2-nitro-1,4-difluorobenzene [N+](=O)([O-])C1=C(C=CC(=C1)F)F